C1(CC1)CNC1=C(C=C(C=C1)S(=O)(=O)C)C=1C2=C(C(N(C1)C)=O)NC=C2 4-{2-[(cyclopropylmethyl)amino]-5-(methylsulfonyl)phenyl}-6-methyl-1,6-dihydro-7H-pyrrolo[2,3-c]pyridin-7-one